NC[C@]1([C@H]([C@@H](N[C@H]1CC(C)(C)C)C(=O)OC(C)(C)C)C1=C(C(=CC=C1)Cl)F)C=1C=NC(=CC1Cl)C(F)(F)F tert-butyl (2R,3S,4S,5S)-4-(aminomethyl)-3-(3-chloro-2-fluorophenyl)-4-[4-chloro-6-(trifluoromethyl)pyridin-3-yl]-5-(2,2-dimethylpropyl)pyrrolidine-2-carboxylate